COC1=C(C(=CC(=C1)B1OC(C(O1)(C)C)(C)C)OC)CN(CC(=O)OC(C)(C)C)C tert-butyl 2-[[2,6-dimethoxy-4-(4,4,5,5-tetramethyl-1,3,2-dioxaborolan-2-yl)phenyl]methyl-methyl-amino]acetate